ClC1=CC=C2C=CC(=NC2=C1)C(=O)N1CC2(C1)C=C(C(C(C2)(C)C)=O)C#N 2-(7-chloroquinoline-2-carbonyl)-8,8-dimethyl-7-oxo-2-azaspiro[3.5]non-5-ene-6-carbonitrile